CC=1C=NC2=C3N=CC(=C(C3=CC=C2C1C)C)C 3,4,7,8-tetramethyl-phenanthroline